(3-((4-(4-chlorophenyl)-5-methylthiazol-2-yl)amino)benzoyl)phenylalanine ClC1=CC=C(C=C1)C=1N=C(SC1C)NC=1C=C(C(=O)N[C@@H](CC2=CC=CC=C2)C(=O)O)C=CC1